10-((3-Iodo-6-methyl-5,5-dioxido-6,11-dihydrodibenzo[c,f][1,2]thiazepin-11-yl)amino)decanoic acid hydrochloride salt Cl.IC1=CC2=C(C(C3=C(N(S2(=O)=O)C)C=CC=C3)NCCCCCCCCCC(=O)O)C=C1